BrC1=C(C=C(C(=O)N2CC=3N=C(N(C(C3C[C@H]2C)=O)[C@@H]2C[C@H](CC2)C(=O)NC)NC(C)C)C=C1)C(F)(F)F (1S,3S)-3-((R)-7-(4-Bromo-3-(trifluoromethyl)benzoyl)-2-(isopropylamino)-6-methyl-4-oxo-5,6,7,8-tetrahydropyrido[3,4-d]pyrimidin-3(4H)-yl)-N-methylcyclopentanecarboxamide